(S)-(4-(4-methylbenzo[d]thiazol-2-yl)-6,7-dihydro-1H-imidazo[4,5-c]pyridin-5(4H)-yl)(oxazol-5-yl)methanone CC1=CC=CC2=C1N=C(S2)[C@H]2N(CCC1=C2N=CN1)C(=O)C1=CN=CO1